C(C1=CC=CC=C1)OC1=CC(=NC2=CC=NC(=C12)C=C)C1=C(C=C(C=C1C)C(C)(C)C)OC1=C(C=C(C=C1)F)OC 4-benzyloxy-2-[4-tert-butyl-2-(4-fluoro-2-methoxy-phenoxy)-6-methyl-phenyl]-5-vinyl-1,6-naphthyridine